[Si].[Si].[Si].[Si].[Ba] barium tetrasilicon